COC1=CC=C(C(=N1)N(S(=O)(=O)C)C)[N+](=O)[O-] N-(6-methoxy-3-nitropyridin-2-yl)-N-methylmethanesulfonamide